7-((4-(2-methyl-6-(methylcarbamoyl)pyridin-3-yl)piperazin-1-yl)methyl)-2-methylpyrrolo[1,2-a]quinoxalin-4(5H)-one CC1=NC(=CC=C1N1CCN(CC1)CC=1C=C2NC(C=3N(C2=CC1)C=C(C3)C)=O)C(NC)=O